CN1C(=NC2=C(C=C(C=C2C1=O)C)C(C)NC1=C(C(=O)OC(C)(C)C)C=CC=C1)N1CCOCC1 tert-butyl 2-((1-(3,6-dimethyl-2-morpholino-4-oxo-3,4-dihydroquinazolin-8-yl)ethyl)amino)benzoate